1-(1-benzyl-4,4-difluoropyrrolidin-3-yl)-N,N-dimethylmethylamine C(C1=CC=CC=C1)N1CC(C(C1)(F)F)CN(C)C